COC(=O)C=1SC=C(C1NC(C[N+]1(CCCCC1)CC(=O)NC1=NOC=C1C)=O)C 1-(2-((2-(methoxycarbonyl)-4-methylthiophen-3-yl)amino)-2-oxoethyl)-1-(2-((4-methylisoxazol-3-yl)amino)-2-oxoethyl)piperidin-1-ium